COCNC(\C=C\C(=O)O)=O N-methoxymethyl-fumaric acid amide